C1(=CC=CC=C1)C1=C(C(=NN=N1)C1=C(C(=CC=C1)C1=C(C(=CC=2C3=CC=CC=C3CC12)C)C)C1=C(C(=CC=2C3=CC=CC=C3CC12)C)C)C1=CC=CC=C1 Diphenyl[bis(dimethylfluorenyl)phenyl]triazine